[Si](C)(C)(C(C)(C)C)OCC1CCC(CC1)C=O 4-[[Tert-butyl(dimethyl)silyl]oxymethyl]cyclohexanecarbaldehyde